2-(6-ethyl-4-(1-((4-methyl-4H-1,2,4-triazol-3-yl)methyl)cyclobutyl)pyridin-2-yl)-6-(((1-methylcyclobutyl)amino)methyl)-4-(trifluoromethyl)isoindolin-1-one C(C)C1=CC(=CC(=N1)N1C(C2=CC(=CC(=C2C1)C(F)(F)F)CNC1(CCC1)C)=O)C1(CCC1)CC1=NN=CN1C